CC1(C(C(=CC2(CCCN(C2)S(=O)(=O)C)C1)C#N)=O)C 10,10-dimethyl-2-(methylsulfonyl)-9-oxo-2-azaspiro[5.5]undec-7-ene-8-carbonitrile